CCCCCCCCCCCCCCCCCCCCCCCCCCCCCCCCCCC.[I] iodine pentatriacontane